r-phenoxide [O-]C1=CC=CC=C1